ClC1=CC=C(C=N1)CN(C1=CC(OC1C)=O)C=CF 4-[[(6-chloropyridin-3-yl)methyl](2-fluorovinyl)amino]-5-methylfuran-2(5H)-one